C(C)(C)(C)OC(=O)N1CC2=NN(C(=C2C1)C1=CC=C(C=C1)C#N)C1=C(C=CC=C1C)C 3-(4-cyanophenyl)-2-(2,6-dimethylphenyl)-2,6-dihydropyrrolo[3,4-c]Pyrazole-5(4H)-carboxylic acid tert-butyl ester